1-Ethyl-6,8-difluoro-7-(4-(4-(4-((R)-1-hydroxy-2-(N-methylacetamido)ethyl)phenoxy)butyl)-3-methylpiperazin-1-yl)-4-oxo-1,4-dihydroquinoline-3-carboxylic acid C(C)N1C=C(C(C2=CC(=C(C(=C12)F)N1CC(N(CC1)CCCCOC1=CC=C(C=C1)[C@H](CN(C(C)=O)C)O)C)F)=O)C(=O)O